[3,4'-Bipyridin]-5-yl(3,4-dihydroquinolin-1(2H)-yl)methanone N1=CC(=CC(=C1)C(=O)N1CCCC2=CC=CC=C12)C1=CC=NC=C1